CN1N=C2C=CC(=CC2=C1)C1=CC2=C(N=C(S2)C=2CCN(CC2)C)C=C1 6-(2-methyl-2H-indazol-5-yl)-2-(1-methyl-1,2,3,6-tetrahydropyridin-4-yl)-1,3-benzothiazole